OP(O)OP(O)O.C(C)(C)(C)C1=C(C(=CC(=C1)C(C)CC)C(C)(C)C)C(O)(C(CO)(CO)CO)C1=C(C=C(C=C1C(C)(C)C)C(C)CC)C(C)(C)C bis(2,6-di-t-butyl-4-sec-butylphenyl)pentaerythritol diphosphite